3-cyclohexyl-1-(tert-butyldimethylsilyl)-2-propyn-1-ol C1(CCCCC1)C#CC(O)[Si](C)(C)C(C)(C)C